(1-(3-(5-ethoxy-4H-1,2,4-triazol-3-yl)-4-methylbenzoyl)piperidin-4-yl)benzonitrile C(C)OC=1NC(=NN1)C=1C=C(C(=O)N2CCC(CC2)C2=C(C#N)C=CC=C2)C=CC1C